C(CCC)C1=CC=C(C=C1)[C@H]1[C@@H](CCC(=C1)C=O)C(=C)C (1'R,2'R)-4-butyl-5'-formyl-2'-(prop-1-en-2-yl)-1',2',3',4'-tetrahydro-[1,1'-biphenyl]